CC1=C(C(=NO1)C=1C=NC(=CC1)C)CN1N=CC(=CC1=O)C=1C=CC=2N(C1)C(=CN2)C 2-((5-methyl-3-(6-methylpyridin-3-yl)isoxazol-4-yl)methyl)-5-(3-methylimidazo[1,2-a]pyridin-6-yl)pyridazin-3(2H)-one